octahydropyrrolo-pyrrole N1CCC2C1CCN2